ClC1=NN(C=N1)C1=C(C(=NN(C1=O)C1=C(C=C(C(=O)OC)C=C1C)C)CC)O methyl 4-[5-(3-chloro-1H-1,2,4-triazol-1-yl)-3-ethyl-4-hydroxy-6-oxopyridazin-1(6H)-yl]-3,5-dimethylbenzoate